N[C@H]1CN(CC1)C(=O)OC(C)(C)C tert-butyl (R)-3-amino-pyrrolidine-1-carboxylate